trans-4-((3-(1-Cyclopropyl-1H-pyrazol-4-yl)phenyl)((trans-4-(4-methoxy-3-methylphenyl)cyclohexyl)methyl)carbamoyl)-cyclohexyl thiomorpholine-4-carboxylate N1(CCSCC1)C(=O)O[C@@H]1CC[C@H](CC1)C(N(C[C@@H]1CC[C@H](CC1)C1=CC(=C(C=C1)OC)C)C1=CC(=CC=C1)C=1C=NN(C1)C1CC1)=O